(3S,6S,9S,10aR)-6-{[(tert-butoxy)carbonyl]amino}-9-hydroxy-9-methyl-5-oxo-decahydropyrrolo[1,2-a]azocine-3-carboxylic acid C(C)(C)(C)OC(=O)N[C@H]1CC[C@](C[C@@H]2N(C1=O)[C@@H](CC2)C(=O)O)(C)O